OC1=C(C=CC=C1)C1=CC(=CN=N1)N1CCC(CC1)(C(=O)OCC)C1=NN2C(C=CC=C2)=C1 ethyl 1-(6-(2-hydroxyphenyl)pyridazin-4-yl)-4-(pyrazolo[1,5-a]pyridin-2-yl)piperidine-4-carboxylate